COC(=O)C1=C(N(C(C=C1\C=C\OCC)=O)C)NC1=C(C=C(C=C1)Br)Cl (E)-2-((4-bromo-2-chlorophenyl)amino)-4-(2-ethoxyvinyl)-1-methyl-6-oxo-1,6-dihydropyridine-3-carboxylic acid methyl ester